N1C=C(C=2C1=NC=CC2)C=2SC=C(N2)C=2C=C(C=CC2)[C@]2(C=1N(CCC2)C=CN1)O (R)-8-(3-(2-(1H-pyrrolo[2,3-b]pyridin-3-yl)thiazol-4-yl)phenyl)-5,6,7,8-tetrahydroimidazo[1,2-a]pyridin-8-ol